FC1=CC=CC=2C(=N[C@@H](C(NC21)=O)NC(=O)C2=C(N=C1N2N=C(C=C1)N1CCOCC1)C1=CC=CC=C1)C1=CC=CC=C1 N-[(3S)-9-fluoro-2-oxo-5-phenyl-1,3-dihydro-1,4-benzodiazepine-3-Yl]-6-morpholin-4-yl-2-phenylimidazo[1,2-b]pyridazine-3-carboxamide